BrC1=C(C(=O)OCC(CCCCCC)CCCC)C=C(C(=C1Br)Br)Br 2-butyloctyl 2,3,4,5-tetrabromobenzoate